C1OC=2C=C(C=CC2O1)CC(C=O)C 3-(3,4-methylenedioxyphenyl)-2-methylpropanal